C(=O)(O)C1=C(C(=C(C(=C1O)C(=O)O)O)C(=O)O)O tricarboxyl-phloroglucinol